C1(CC1)C=1C=C(C=NC1)CNC(=O)C=1N=NN(C1)CC(CCN1N=NC(=C1)C(=O)NC)F 1-[4-(4-{[(5-cyclopropylpyridin-3-yl)methyl]carbamoyl}-1H-1,2,3-triazol-1-yl)-3-fluorobutyl]-N-methyl-1H-1,2,3-triazole-4-carboxamide